4-(5-(2,4-Dioxotetrahydropyrimidin-1(2H)-yl)naphthalen-2-yl)piperazine-1-carboxylic acid tert-butyl ester C(C)(C)(C)OC(=O)N1CCN(CC1)C1=CC2=CC=CC(=C2C=C1)N1C(NC(CC1)=O)=O